tert-butyl (3S,4S)-1-benzyl-4-(benzyl((S)-1-phenylethyl)amino)-3-fluoropyrrolidine-3-carboxylate C(C1=CC=CC=C1)N1C[C@]([C@H](C1)N([C@@H](C)C1=CC=CC=C1)CC1=CC=CC=C1)(C(=O)OC(C)(C)C)F